N-(4-(4-amino-5-(4-phenoxyphenyl)pyrazolo[5,1-f][1,2,4]triazin-6-yl)phenyl)acrylamide NC1=NC=NN2C1=C(C(=N2)C2=CC=C(C=C2)NC(C=C)=O)C2=CC=C(C=C2)OC2=CC=CC=C2